OC(CNC1=CC=CC=C1)C1=CNC(O1)=O 5-(1-hydroxy-2-phenylaminoethyl)-1,3-oxazol-2(3H)-one